N-[(1H-indol-4-yl)methyl]-4-[(p-tolyloxy)acetamido]benzamide N1C=CC2=C(C=CC=C12)CNC(C1=CC=C(C=C1)NC(COC1=CC=C(C=C1)C)=O)=O